C(C)(=O)C1=CC2=C(N(C(N2)=O)C)C=C1O 5-acetyl-6-hydroxy-1-methyl-1,3-dihydro-2H-benzo[d]imidazol-2-one